Cl.CCCCC(C)N Hexane-5-ylamine hydrochloride